NC=1C=C(C=C(C1)N)B(O)O 3,5-diaminophenylboronic acid